(R)-5-(2,6-dichloro-4-(6-(difluoromethyl)-3,5-dioxo-4,5-dihydro-1,2,4-triazin-2(3H)-yl)phenoxy)-2-hydroxy-N-(1-methyl-5-oxopyrrolidin-3-yl)benzenesulfonamide ClC1=C(OC=2C=CC(=C(C2)S(=O)(=O)N[C@H]2CN(C(C2)=O)C)O)C(=CC(=C1)N1N=C(C(NC1=O)=O)C(F)F)Cl